tert-butyl (1-bromo-8-((triisopropylsilyl)ethynyl)isoquinolin-3-yl)(tert-butoxycarbonyl)carbamate BrC1=NC(=CC2=CC=CC(=C12)C#C[Si](C(C)C)(C(C)C)C(C)C)N(C(OC(C)(C)C)=O)C(=O)OC(C)(C)C